ClC1=C(C=C(C=C1)C=1N(C(=C2CCCCC12)C)C=1C=CC=C2C=CC(=CC12)O)C 8-(1-(4-chloro-3-methylphenyl)-3-methyl-4,5,6,7-tetrahydro-2H-isoindol-2-yl)naphthalen-2-ol